C(C=C)(=O)N1C[C@H](CCC1)C=1C=NC=CC1C1=CC(=C(CNC(=O)C2=NOC(=C2)C(C)(C)C)C=C1)C (R)-N-(4-(3-(1-propenoylpiperidin-3-yl)pyridin-4-yl)-2-methylbenzyl)-5-(tert-butyl)isoxazole-3-carboxamide